ClC1=CC=C(\C=C\2/OC3=C(C2=O)C=CC(=C3)O)C=C1 (Z)-2-(4-chlorobenzylidene)-6-hydroxybenzofuran-3(2H)-one